tert-Butyl 3-(((3aR,4S,6aS)-6-hydroxy-2,2-dimethyltetrahydro-4H-cyclopenta[d][1,3]dioxol-4-yl)methyl)azetidine-1-carboxylate OC1C[C@@H]([C@@H]2[C@H]1OC(O2)(C)C)CC2CN(C2)C(=O)OC(C)(C)C